BrC1=C(C=CC=C1)[C@H]1NCCC1 (2S)-2-(2-bromophenyl)pyrrolidine